COC1=C(C=C2C=C(NC2=C1)C)C(=O)OC Methyl 6-methoxy-2-methyl-1H-indole-5-carboxylate